Bis-(3-triethoxysilylpropyl)amin C(C)O[Si](CCCNCCC[Si](OCC)(OCC)OCC)(OCC)OCC